N-((2'-(1H-tetrazol-5-yl)-[1,1'-biphenyl]-4-yl)methyl)-N-(4-aminopentanoyl)-L-valine N1N=NN=C1C1=C(C=CC=C1)C1=CC=C(C=C1)CN([C@@H](C(C)C)C(=O)O)C(CCC(C)N)=O